C[C@H](CN(NC(=O)OC(C)(C)C)CC1=CC2=C(N=C(S2)C)C=C1)COS(=O)(=O)C1=CC=C(C)C=C1 tert-butyl (R)-2-(2-methyl-3-(tosyloxy) propyl)-2-((2-methylbenzo[d]thiazol-6-yl)methyl)hydrazine-1-carboxylate